C(C)N1CN(CN(C1)CC)CC 1,3,5-triethylhexahydro-1,3,5-triazine